5-bromo-2-(trifluoromethyl)benzimidohydrazide BrC=1C=CC(=C(C(NN)=N)C1)C(F)(F)F